methyl (S)-3-((tert-butoxycarbonyl)amino)-3-(5-(4-fluoro-2,6-dimethylphenyl)pyridin-3-yl)propanoate C(C)(C)(C)OC(=O)N[C@@H](CC(=O)OC)C=1C=NC=C(C1)C1=C(C=C(C=C1C)F)C